7-bromonaphthylthiophenol BrC1=CC=C2C=CC=C(C2=C1)C1=C(C=CC=C1)S